C1CCC2=C(C=3CCCC3C=C12)NC(=O)N[S@](=O)(=NC(C1=CC=CC=C1)(C1=CC=CC=C1)C1=CC=CC=C1)C=1C=NN2C1OC[C@H](C2)CN(C(OC(C)(C)C)=O)C tert-butyl (((S)-3-((R)-N-((1,2,3,5,6,7-hexahydro-s-indacen-4-yl)carbamoyl)-N'-tritylsulfamimidoyl)-6,7-dihydro-5H-pyrazolo[5,1-b][1,3]oxazin-6-yl)methyl)(methyl)carbamate